N1(CCCCC1)C/C=C/C(=O)O (E)-4-(1-piperidyl)-2-butenoic acid